6-(4-((2-(4-Fluoro-2,6-dimethyltetrahydro-2H-pyran-4-yl)thiazol-4-yl)methoxy)-6-methoxybenzofuran-2-yl)-2-((S)-1-fluoroethyl)imidazo[2,1-b][1,3,4]thiadiazole FC1(CC(OC(C1)C)C)C=1SC=C(N1)COC1=CC(=CC2=C1C=C(O2)C=2N=C1SC(=NN1C2)[C@H](C)F)OC